BrC1=C(C=CC=C1)C(CCCC)O 1-(o-bromophenyl)-1-pentanol